O=C1CC[C@H](N1)C(=O)OCC=C Allyl (S)-5-oxopyrrolidine-2-carboxylate